CC1(OC(C(C(O1)=O)CCC[C@@H](C(=O)OCC1=CC=CC=C1)NC(=O)OCC)=O)C (S)-benzyl 5-(2,2-dimethyl-4,6-dioxo-1,3-dioxan-5-yl)-2-((ethoxycarbonyl)amino)pentanoate